O1CCOC12CCC(CC2)CC(=O)OC(C)C isopropyl 2-(1,4-dioxaspiro[4.5]decan-8-yl)acetate